2-(2-(methylthio)-4-(trifluoromethyl)pyrimidin-5-yl)-2,8-diazaspiro[4.5]decane-8-carboxylate CSC1=NC=C(C(=N1)C(F)(F)F)N1CC2(CC1)CCN(CC2)C(=O)[O-]